acrylonitrile (methyl methacrylate) CC=C(C(=O)O)C.C(C=C)#N